trans-4-((3-(1-Cyclopropyl-1H-pyrazol-4-yl)phenyl)((trans-4-(4-methoxy-3-methylphenyl)cyclohexyl)methyl)carbamoyl)cyclohexyl 3-(2-methoxy-2-oxoethyl)azetidine-1-carboxylate COC(CC1CN(C1)C(=O)O[C@@H]1CC[C@H](CC1)C(N(C[C@@H]1CC[C@H](CC1)C1=CC(=C(C=C1)OC)C)C1=CC(=CC=C1)C=1C=NN(C1)C1CC1)=O)=O